5-(methoxymethoxy)-N,N-dimethyl-6-(4,4,5,5-tetramethyl-1,3,2-dioxaborolan-2-yl)benzofuran-2-carboxamide COCOC=1C(=CC2=C(C=C(O2)C(=O)N(C)C)C1)B1OC(C(O1)(C)C)(C)C